CC=1C(=C2COCC2=CC1)C1CCC=2C(=NC=NC2C1)N1CCN(CC1)C(C=C)=O 1-(4-(7-(5-methyl-1,3-dihydroisobenzofuran-4-yl)-5,6,7,8-tetrahydroquinazolin-4-yl)piperazin-1-yl)prop-2-en-1-one